ClC1=C(C=CC=C1C1OCCO1)NC=1C=C(C=2N(N1)C(=CN2)C(=O)N[C@H]2[C@H](C2)F)N(C)CC2=CC=C(C=C2)OC 6-{[2-chloro-3-(1,3-dioxolan-2-yl)phenyl]amino}-N-[(1R,2S)-2-fluorocyclopropyl]-8-{[(4-methoxyphenyl)methyl](methyl)amino}imidazo[1,2-b]pyridazine-3-carboxamide